8a-(dodecylselenyl)-4,4a-dimethyl-6-(prop-1-en-2-yl)-4,4a,5,6,7,8-hexahydro-naphthalen-2-one C(CCCCCCCCCCC)[Se]C12CCC(CC2(C(CC(C1)=O)C)C)C(=C)C